COC1=NC(=CC(=C1)N1N=CC2=CC=C(C=C12)OC1CCCC=2C=C(C=NC12)C#N)OC 8-[1-(2,6-Dimethoxy-4-pyridyl)indazol-6-yl]oxy-5,6,7,8-tetrahydroquinoline-3-carbonitrile